1-(TRIFLUOROMETHOXY)NAPHTHALENE-5-BORONIC ACID FC(OC1=CC=CC=2C(=CC=CC12)B(O)O)(F)F